chloro-N-(2-methylallyl)-N-(3,4,5-trifluorophenyl)pyrazin-2-amine ClC=1C(=NC=CN1)N(C1=CC(=C(C(=C1)F)F)F)CC(=C)C